1-(6-(Chloromethyl)-3-fluoropyridazin-4-yl)dihydropyrimidine-2,4(1H,3H)-dione ClCC1=CC(=C(N=N1)F)N1C(NC(CC1)=O)=O